2-[4-(2-fluorophenoxy)phenyl]-7-[1-(prop-2-enoyl)azetidin-3-yl]-4,5,6,7-tetrahydro-2H-pyrazolo[3,4-b]pyrazine-3-carboxamide FC1=C(OC2=CC=C(C=C2)N2N=C3N(CCNC3=C2C(=O)N)C2CN(C2)C(C=C)=O)C=CC=C1